(S)-N-(4-(3-(propylsulfonylamino)pyrrolidin-1-yl)-7H-pyrrolo[2,3-d]pyrimidin-2-yl)cyclopropylcarboxamide C(CC)S(=O)(=O)N[C@@H]1CN(CC1)C=1C2=C(N=C(N1)NC(=O)C1CC1)NC=C2